(4-(4,4,5,5-tetramethyl-1,3,2-dioxaborolan-2-yl)phenyl)silane CC1(OB(OC1(C)C)C1=CC=C(C=C1)[SiH3])C